biscyclopentadienyl-bis-phenoxyzirconium C1(C=CC=C1)[Zr](OC1=CC=CC=C1)(OC1=CC=CC=C1)C1C=CC=C1